C(C)(C)C1(CCN(CC1)C=1OC2=C(C=C(C=C2C(C1)=O)C)C(C)NC1=C(C(=O)O)C=CC=C1)C 2-[1-[2-(4-Isopropyl-4-methyl-1-piperidyl)-6-methyl-4-oxo-chromen-8-yl]ethylamino]benzoic acid